N=1C=NN2C=NC(=CC21)OC2=C(C=C(C=C2)NC2=NC=NC1=CC=C(C(=C21)N2[C@H]1CCN([C@H]1C2)CC(F)(F)F)OC)C N-(4-([1,2,4]triazolo[1,5-c]pyrimidin-7-yloxy)-3-methylphenyl)-6-methoxy-5-((1S,5S)-2-(2,2,2-trifluoroethyl)-2,6-diazabicyclo[3.2.0]heptan-6-yl)quinazolin-4-amine